(R)-6-(4-(3-(3,5-difluorophenyl)isoxazolidine-2-carbonyl)piperidin-1-yl)pyrimidine-4-carbonitrile FC=1C=C(C=C(C1)F)[C@@H]1N(OCC1)C(=O)C1CCN(CC1)C1=CC(=NC=N1)C#N